tert-Butyl 1-(4-(3-bromophenyl)-5-methoxy-4-methyl-5-oxopentyl)cyclopropane-1-carboxylate BrC=1C=C(C=CC1)C(CCCC1(CC1)C(=O)OC(C)(C)C)(C(=O)OC)C